trifluoromethyl-(1,10-phenanthroline) copper (I) [Cu+].FC(F)(F)C1=NC2=C3N=CC=CC3=CC=C2C=C1